FC1CN(CC(N1)F)C1=CC=CC=2OCCOC21 5-(3,5-difluoropiperazin-1-yl)-2,3-dihydro-1,4-benzodioxine